ClC1=CC=C(C[C@@H]2CC[C@@]([C@]2(O)CN2N=CN=C2)(C)CCl)C=C1 (1S,2R,5S)-5-(4-chlorobenzyl)-2-chloromethyl-2-methyl-1-(1H-1,2,4-triazol-1-ylmethyl)cyclopentanol